(3-{[2-(4-Chlorophenyl)imidazo[1,2-a]pyridin-3-yl]methyl}-3,8-diazabicyclo[3.2.1]oct-8-yl)(pyrrolidin-1-yl)methanone ClC1=CC=C(C=C1)C=1N=C2N(C=CC=C2)C1CN1CC2CCC(C1)N2C(=O)N2CCCC2